FC=1C(=NC(=NC1)N1CCN(CC1)C)N1CC(C1)(C(=O)NC(C)(C)C1=CN=C2N1C=CC=C2)C 1-[5-fluoro-2-(4-methylpiperazin-1-yl)pyrimidin-4-yl]-N-(2-{imidazo[1,2-a]pyridin-3-yl}propan-2-yl)-3-methylazetidine-3-carboxamide